tert-butyl 4-(4-(1-(4-(5-(difluoromethyl)-1,3,4-oxadiazol-2-yl)-2-fluorobenzyl)-1H-1,2,3-triazol-4-yl)-2-fluorophenyl)piperazin-1-carboxylate FC(C1=NN=C(O1)C1=CC(=C(CN2N=NC(=C2)C2=CC(=C(C=C2)N2CCN(CC2)C(=O)OC(C)(C)C)F)C=C1)F)F